COC([C@H](CC1(C(NC2=CC=CC=C12)=C=O)F)NC(=O)OC(C)(C)C)=O.CC1=CC=C(C=2C(C3=CC=CC=C3C(C12)=O)=O)C 1,4-dimethyl-anthraquinone Methyl-(2S)-2-((tert-butoxycarbonyl)amino)-3-(3-fluoro-2-carbonylindolin-3-yl)propionate